N4,6-dimethyl-N2-[8-(2,3,4,7-tetrahydro-1H-azepin-5-yl)chroman-6-yl]pyrimidine-2,4-diamine CNC1=NC(=NC(=C1)C)NC=1C=C2CCCOC2=C(C1)C=1CCCNCC1